COCC(COC)(C)C=1OC=CC1 2-(1,3-dimethoxy-2-methylpropan-2-yl)furan